7-cyclopentyl-2-[[5-[3-[1-[4-[1-[(4-methoxyphenyl)methyl]-2,6-dioxo-3-piperidinyl]phenyl]-4-piperidinyl]propoxy]-2-pyridinyl]amino]-N,N-dimethylpyrrolo[2,3-d]-pyrimidine-6-carboxamide C1(CCCC1)N1C(=CC2=C1N=C(N=C2)NC2=NC=C(C=C2)OCCCC2CCN(CC2)C2=CC=C(C=C2)C2C(N(C(CC2)=O)CC2=CC=C(C=C2)OC)=O)C(=O)N(C)C